C=C(C(CC)OCCC#N)CCCCCC 3-((4-Methylenedecan-3-yl)oxy)propionitrile